C1=CC=CC2=CC3=CC=CC=C3C(=C12)C/N=C/C1=CC=CC=C1 (E)-N-(anthracen-9-ylmethyl)-1-phenylmethanimine